N-(6-(cyclopropylmeth-oxy)pyridazin-3-yl)-2-((S)-4,4-difluoro-3-(6-oxo-1,6-dihydropyridin-3-yl)piperidin-1-yl)propanamide C1(CC1)COC1=CC=C(N=N1)NC(C(C)N1C[C@@H](C(CC1)(F)F)C1=CNC(C=C1)=O)=O